tert-butyl (S)-4-(6-((4-cyano-2-fluorobenzyl)oxy)pyrazin-2-yl)-2-methylpiperazine-1-carboxylate C(#N)C1=CC(=C(COC2=CN=CC(=N2)N2C[C@@H](N(CC2)C(=O)OC(C)(C)C)C)C=C1)F